1-(5-(1H-indol-5-yl)-1-(pyridin-3-ylsulfonyl)-1H-pyrrol-3-yl)-N-methyl-methylamine N1C=CC2=CC(=CC=C12)C1=CC(=CN1S(=O)(=O)C=1C=NC=CC1)CNC